FC1=C(CN2N3C(CNC2)=CCC(=C3)C(=O)N)C(=CC(=C1)F)F (2,4,6-trifluorobenzyl)-2,3,4,6-tetrahydro-1H-pyrido[2,1-f][1,2,4]triazine-7-carboxamide